FC(C(=O)O)(F)F.O\C(=C\1/C(NC2=CC=CC=C12)=O)\C1=CC=C2C(=NNC2=C1)\C=C\C1=CC=NC=C1 (Z)-3-(Hydroxy(3-((E)-2-(pyridin-4-yl)vinyl)-1H-indazol-6-yl)methylene)indolin-2-one Trifluoroacetate